C(C)(C)(C)C=1C=C(C=C(C1O)C)CCC(=O)OCC(C)(C)C1OCC2(CO1)COC(OC2)C(COC(CCC2=CC(=C(C(=C2)C)O)C(C)(C)C)=O)(C)C 3,9-bis[2-[3-(3-tert-Butyl-4-hydroxy-5-methylphenyl)propionyloxy]-1,1-dimethylethyl]-2,4,8,10-tetraoxaspiro[5.5]undecane